7-Fluorobenzo[d]thiazol-2-amin FC1=CC=CC=2N=C(SC21)N